NC=1C=2N(C3=CC(=CC=C3N1)C(=O)N(C1COC3=C1C=CC(=C3)C(F)(F)F)CC)C=NN2 4-amino-N-ethyl-N-(6-(trifluoromethyl)-2,3-dihydrobenzofuran-3-yl)-[1,2,4]triazolo[4,3-a]quinoxaline-8-carboxamide